(4-chloro-3-(naphthalen-2-ylmethyl)phenyl)((R)-2,2-dimethyl-1,3-dioxan-4-yl)methanol ClC1=C(C=C(C=C1)C(O)[C@@H]1OC(OCC1)(C)C)CC1=CC2=CC=CC=C2C=C1